(R)-N-(3-methyl-4-((1-methyl-1H-benzo[d]imidazol-5-yl)oxy)phenyl)-1,2,3,4,4a,5-hexahydropyrazino[1,2-d]pyrimido[4',5':5,6]pyrido[3,2-b][1,4]oxazin-11-amine CC=1C=C(C=CC1OC1=CC2=C(N(C=N2)C)C=C1)NC1=NC=NC2=CC=3OC[C@@H]4N(C3N=C21)CCNC4